C(C)(C)(C)OC(=O)N1CC(CC1)C1=CC2=C(C=N1)C(OC(O2)(C)C)=O 3-(2,2-dimethyl-4-oxo-4H-[1,3]-dioxino[5,4-c]pyridin-7-yl)-tetrahydropyrrole-1-carboxylic acid tert-butyl ester